4-hydroxy-dipropyltryptamine OC=1C=CC=C2NC=C(CCN(CCC)CCC)C12